monoallyl-oxalate C(C=C)OC(C(=O)[O-])=O